C(C)(C)[Si](C(C)C)(C(C)C)C#CC1=C(C=CC=C1)C(C)N 1-(2-((triisopropylsilyl)ethynyl)phenyl)ethane-1-amine